(1R)-1-[3-(1,1-difluoroethyl)-2-fluoro-phenyl]ethylamine hydrochloride Cl.FC(C)(F)C=1C(=C(C=CC1)[C@@H](C)N)F